COC1=CC=C(CN(S(=O)(=O)C=2C=NN(C2)C(C(=O)OC)(C)C)CC2=CC=C(C=C2)OC)C=C1 methyl 2-(4-(N,N-bis(4-methoxybenzyl) sulfamoyl)-1H-pyrazol-1-yl)-2-methylpropionate